N-[[(4,6-dimethoxy-2-pyrimidinyl)amino]carbonyl]-2-(ethyl-sulfonyl)imidazo[1,2-a]pyridine-3-sulfonamide COC1=NC(=NC(=C1)OC)NC(=O)NS(=O)(=O)C1=C(N=C2N1C=CC=C2)S(=O)(=O)CC